C(C)(C)(C)O[C@H]1[C@@H](C[C@H]2N(CCC3=CC(=C(C=C23)OC)OC[C@@H](C(F)(F)F)O)C1)O (2R,3R,11bR)-3-(tert-butoxy)-10-methoxy-9-((S)-3,3,3-trifluoro-2-hydroxypropoxy)-1,3,4,6,7,11b-hexahydro-2H-pyrido[2,1-a]isoquinolin-2-ol